(R)-1-((tert-butylsulfinyl)imino)-5-(methanesulfonamido)-1,3-dihydrospiro[indene-2,4'-piperidine]-1'-carboxylic acid tert-butyl ester C(C)(C)(C)OC(=O)N1CCC2(CC1)C(C1=CC=C(C=C1C2)NS(=O)(=O)C)=N[S@](=O)C(C)(C)C